OCC1CCC(CC1)CNC=1C=C(C=CC1C(F)(F)F)C1=NNC(O1)=O 5-[3-({[(1R,4r)-4-(hydroxymethyl)cyclohexyl]methyl}amino)-4-(trifluoromethyl)phenyl]-1,3,4-oxadiazol-2(3H)-one